(3R)-8-fluoro-8-(hydroxymethyl)-3,10-Dimethyl-1,2,3,4,7,8,9,10-octahydro-11H-pyrido[4',3':3,4]Pyrazolo[1,5-a][1,4]Diazepine FC1(CN(CC=2N(C1)N=C1C2CN[C@@H](C1)C)C)CO